CC(CC[C@@H](C(=O)O)NC([C@H](CC=1N=CN(C1)C)N(C(C)=O)C)=O)(C)C (2S)-5,5-dimethyl-2-[(2S)-3-(1-methyl-1H-imidazol-4-yl)-2-(N-methylacetamido)propanamido]hexanoic acid